OC1=CC2=CC3=CC=CC(=C3C=C2C(=C1O)O)O 2,3,4,5-tetrahydroxyanthracene